2-cyanoprop-2-yl benzoate disulfate S(=O)(=O)(O)OS(=O)(=O)O.C(C1=CC=CC=C1)(=O)OC(C)(C)C#N